2-(8-chloro-2-methylimidazo[1,2-a]pyridin-6-yl)-7-[(3S)-4-(2-hydroxyethyl)-3-methylpiperazin-1-yl]-4H-pyrido[1,2-a]pyrimidin-4-one ClC=1C=2N(C=C(C1)C=1N=C3N(C(C1)=O)C=C(C=C3)N3C[C@@H](N(CC3)CCO)C)C=C(N2)C